1-methyl-7-[[5-(4-methylpiperazin-1-yl)-2-pyridyl]amino]-2-oxo-4H-pyrido[4,3-d]pyrimidin CN1C(NCC2=C1C=C(N=C2)NC2=NC=C(C=C2)N2CCN(CC2)C)=O